FC=1C=CC2=C(NC(=NS2(=O)=O)NCC2=CC(=CC=C2)F)C1C(C)C=1OC(=CC1)C 6-fluoro-3-((3-fluorobenzyl)amino)-5-(1-(5-methylfuran-2-yl)ethyl)-4H-benzo[e][1,2,4]thiadiazine 1,1-dioxide